2-(4-cyclopropyl-2-fluoroanilino)-3,4-difluorobenzamide C1(CC1)C1=CC(=C(NC2=C(C(=O)N)C=CC(=C2F)F)C=C1)F